NC1=NC(=C(C=2C1=NN(N2)CC2=NC=CC=C2F)C2=CC=NC=C2)C2=C(C#N)C=CC=C2 (4-amino-2-((3-fluoropyridin-2-yl)methyl)-7-(pyridin-4-yl)-2H-[1,2,3]triazolo[4,5-c]pyridin-6-yl)benzonitrile